3-(4-((benzyloxy)carbonyl)morpholin-3-yl)-2,2-diphenylpropanoic acid C(C1=CC=CC=C1)OC(=O)N1C(COCC1)CC(C(=O)O)(C1=CC=CC=C1)C1=CC=CC=C1